N-((2S*,4R*)-2-methyl-1-propionyl-1,2,3,4-tetrahydroquinolin-4-yl)-2-nitro-N-(3-(piperidin-4-yl)propyl)benzenesulfonamide hydrochloride Cl.C[C@@H]1N(C2=CC=CC=C2[C@@H](C1)N(S(=O)(=O)C1=C(C=CC=C1)[N+](=O)[O-])CCCC1CCNCC1)C(CC)=O |o1:2,10|